CC1=CN=C(S1)NC1=CC(=CC(=N1)C=1C=C(C=CC1)NC(C=C)=O)CC=1C=NC=CC1 N-(3-(6-((5-methylthiazol-2-yl)amino)-4-(pyridin-3-ylmethyl)pyridin-2-yl)phenyl)acrylamide